tert-butyl 3-cyclopropoxy-4-((3,5-dicyclopropylbenzyl)amino)benzoate C1(CC1)OC=1C=C(C(=O)OC(C)(C)C)C=CC1NCC1=CC(=CC(=C1)C1CC1)C1CC1